methyl [2-({[1-(4-chlorophenyl)-1H-pyrazol-3-yl]oxy}methyl)phenyl]hydroxycarbamate ClC1=CC=C(C=C1)N1N=C(C=C1)OCC1=C(C=CC=C1)N(C(OC)=O)O